bromo-3-ethoxy-2-methylbenzene BrC1=C(C(=CC=C1)OCC)C